2-(2-((3R,4R)-3-amino-4-fluoropiperidin-1-yl)-5,6-difluoro-1H-benzo[d]imidazol-1-yl)-1-((1R,5S)-3-azabicyclo[3.1.0]hexan-3-yl)ethanone N[C@@H]1CN(CC[C@H]1F)C1=NC2=C(N1CC(=O)N1C[C@@H]3C[C@@H]3C1)C=C(C(=C2)F)F